N1CC(CCC1)CC1=NN=C2N1C=CC=C2 3-(piperidin-3-ylmethyl)-[1,2,4]triazolo[4,3-a]pyridine